2-ethynylpyrido[4,3-d]pyrimidin-7(6H)-one C(#C)C=1N=CC=2C(N1)=CC(NC2)=O